4-bromo-2-(1,1-difluoroethyl)pyridine BrC1=CC(=NC=C1)C(C)(F)F